(5'S,7a'R)-1-[4-methyl-5-(1-methyl-1H-1,2,4-triazol-5-yl)pyrimidin-2-yl]-5'-phenyltetrahydro-3'H-spiro[piperidine-4,2'-pyrrolo[2,1-b][1,3]oxazol]-3'-one CC1=NC(=NC=C1C1=NC=NN1C)N1CCC2(C(N3[C@H](O2)CC[C@H]3C3=CC=CC=C3)=O)CC1